CC1=NC(=CC=C1O[C@@H]1C[C@H](CCC1)C(=O)O)C=1N=NN(C1CNC1=NC=CC(=N1)C1=NC=CN=C1)C (1S,3S)-3-((2-methyl-6-(1-methyl-5-(((4-(pyrazin-2-yl)pyrimidin-2-yl)amino)methyl)-1H-1,2,3-triazol-4-yl)pyridin-3-yl)oxy)cyclohexane-1-carboxylic acid